4-[1-hydroxy-2-p-toluidinoethyl]-1,3-dihydroimidazole-2-thione OC(CNC1=CC=C(C=C1)C)C=1NC(NC1)=S